(4-(3-(6-bromo-7-(((S)-1-(ethylsulfonyl)pyrrolidin-3-yl)amino)-1H-imidazo[4,5-b]pyridin-2-yl)-2,5-dimethyl-1H-pyrrol-1-yl)-3-methylphenyl)-2-morpholinoacetamide BrC=1C(=C2C(=NC1)N=C(N2)C2=C(N(C(=C2)C)C2=C(C=C(C=C2)C(C(=O)N)N2CCOCC2)C)C)N[C@@H]2CN(CC2)S(=O)(=O)CC